4-(4-chloro-2-fluorophenyl)-N-((3R,5R)-5-fluoro-1-methylpiperidin-3-yl)phthalazin-1-amine ClC1=CC(=C(C=C1)C1=NN=C(C2=CC=CC=C12)N[C@H]1CN(C[C@@H](C1)F)C)F